O1CC(CC1)N1C[C@@H](CCC1)NC=1N=NC(=C2C1C=NC=C2)C2=C(C=C(C=C2)C(F)(F)F)O 2-(4-{[(3R)-1-(oxolan-3-yl)piperidin-3-yl]amino}pyrido[3,4-d]pyridazin-1-yl)-5-(trifluoromethyl)phenol